C1N(CCC2=CC=CC=C12)[C@H]1[C@@H](CN(CC1)C(=O)C1=CC(=NC(=N1)S(=O)C(C)C)NC1CCN(CC1)C(C)=O)O 1-(4-((6-((3R,4R)-4-(3,4-dihydroisoquinolin-2(1H)-yl)-3-hydroxypiperidine-1-carbonyl)-2-(isopropylsulfinyl)pyrimidin-4-yl)amino)piperidin-1-yl)ethan-1-one